octahydro-1H-pyrrolo[1,2-a][1,4]diazepine C1C2N(CCCN1)CCC2